C(C)C1=NC(=NO1)C=1C=C2CC[C@H](C2=CC1)NC(=O)[C@@H]1NCCOC1 (R)-N-((R)-5-(5-ethyl-1,2,4-oxadiazol-3-yl)-2,3-dihydro-1H-inden-1-yl)morpholine-3-carboxamide